C(C1=CC=CC=C1)OC=1C(=C(OC(C(=O)O)C)C=CC1)C=O 2-[3-(benzyloxy)-2-formylphenoxy]propanoic acid